3,4-dihydro-2H-pyrrole N=1CCCC1